N1(CCCC1)CCCC=CCCC=O pyrrolidino-octa-4-en-8-one